Cl.ClC1=C(C=CC=C1[C@]1(NC(N(C(C1)=O)[C@H]1C[C@H](OCC1)C)=N)C)NC(=O)C1=NC=CC=N1 |o1:15,17| N-(2-Chloro-3-{(4S)-2-imino-4-methyl-1-[(2R*,4R*)-2-methyl-tetrahydropyran-4-yl]-6-oxo-hexahydropyrimidin-4-yl}phenyl)-pyrimidine-2-carboxamide hydrochloride